ClC1=CC(=NC=C1)C1=CC=CC2=C1OC(CO2)CNC(=O)C2CCOCC2 tetrahydro-pyran-4-carboxylic acid [8-(4-chloro-pyridin-2-yl)-2,3-dihydro-benzo[1,4]dioxin-2-ylmethyl]-amide